4-propylbenzyl azide C(CC)C1=CC=C(CN=[N+]=[N-])C=C1